7-tertiary butyl-2-chloro-8-methoxyquinoline C(C)(C)(C)C1=CC=C2C=CC(=NC2=C1OC)Cl